Cl.OC=1C=C(C=CC1C)NC(=O)N1CCNCC1 N-(3-hydroxy-4-methylphenyl)piperazine-1-carboxamide hydrochloride